C(OCCC)(OCCC)(OCCC)OCCC tetrapropyl orthocarbonate